CN1CC2=CC(=CC(=C2CC1)C)C=1N=C(C(=NC1)N)OCC1=CC(=NC=C1)C#CC (2,5-dimethyl-1,2,3,4-tetrahydroisoquinolin-7-yl)-3-((2-(prop-1-ynyl)pyridin-4-yl)methoxy)pyrazin-2-amine